N-[(4-cyano-3-fluorophenyl)-methyl]-N-methylacetamid C(#N)C1=C(C=C(C=C1)CN(C(C)=O)C)F